BrC=1C(=NC(=CC1)Cl)C1=NN=CN1C1OCCCC1 3-bromo-6-chloro-2-[4-(oxan-2-yl)-4H-1,2,4-triazol-3-yl]pyridine